1,3-dibutylimidazolium sulfate S(=O)(=O)([O-])[O-].C(CCC)N1C=[N+](C=C1)CCCC.C(CCC)N1C=[N+](C=C1)CCCC